NC1=NC2=CC=C(C=C2C=C1I)C(=O)N(CC1=NC=C(C=C1)C#N)[C@@H](CC#N)C1CC1 2-amino-N-((1S)-2-cyano-1-cyclopropylethyl)-N-((5-cyano-2-pyridinyl)methyl)-3-iodo-6-quinolinecarboxamide